C(C(C)C)OC(CCCCCCCC(=O)OCC(C)C)=O di-isobutylazelate